C1(=CC=CC=C1)C(=CC1=CC=C(C=C1)C1=CC=C(C=C1)C=C(C1=CC=CC=C1)C1=CC=CC=C1)C1=CC=CC=C1 4,4'-bis(2,2-diphenyl-ethen-1-yl)biphenyl